methyl 2-((benzyloxy)methyl)-1-((2-(trimethylsilyl)ethoxy)methyl)-1H-benzo[d]imidazole-4-carboxylate C(C1=CC=CC=C1)OCC1=NC2=C(N1COCC[Si](C)(C)C)C=CC=C2C(=O)OC